FCC1CN(C1)C(=O)[C@@H]1CCCC=2N1C(N(N2)CC2=CC=C(C=C2)C)=O (5S)-5-{[3-(Fluoromethyl)azetidin-1-yl]carbonyl}-2-(4-methylbenzyl)-5,6,7,8-tetrahydro[1,2,4]triazolo[4,3-a]pyridin-3(2H)-one